1-(2-methoxy-6-methylphenyl)-3-{2-methyl-1-[3-(pyridin-3-yl)-1,2,4-oxadiazol-5-yl]propyl}urea COC1=C(C(=CC=C1)C)NC(=O)NC(C(C)C)C1=NC(=NO1)C=1C=NC=CC1